C(C)(=O)N[C@@H]1CC2=C(N=C(S2)N)CC1 (S)-6-acetamido-2-amino-4,5,6,7-tetrahydrobenzothiazole